ClC=1C(=NC2=CC=C(C=C2C1)C#C[Si](C)(C)C)N1CCN(CC1)C(=O)OC(C)(C)C tert-butyl 4-[3-chloro-6-(2-trimethylsilylethynyl)-2-quinolyl]piperazine-1-carboxylate